4-[(E)-3-(2-hydroxy-4-methoxyphenyl)-3-oxoprop-1-enyl]benzamide OC1=C(C=CC(=C1)OC)C(/C=C/C1=CC=C(C(=O)N)C=C1)=O